C(C)(C)(C)[Si](C1=CC=CC=C1)(C1=CC=CC=C1)OC1=C(C=C(C=C1)OC)F Tert-Butyl-2-Fluoro-4-Methoxyphenoxydiphenylsilane